methyl-5-(trifluoromethyl)-1,3-oxazole-4-carbaldehyde CC=1OC(=C(N1)C=O)C(F)(F)F